2-{[(2-amino-6-{[(5-methyl-1,3,4-oxadiazol-2-yl)amino]methyl}phenyl)carbamothioyl]amino}-2-(3-chloro-4-fluorophenyl)propyl 2,2-dimethylpropanoate CC(C(=O)OCC(C)(C1=CC(=C(C=C1)F)Cl)NC(NC1=C(C=CC=C1CNC=1OC(=NN1)C)N)=S)(C)C